CC1=NC(=CC2=C1SC(=N2)NC(C2=CC=CC=C2)=O)C N-(4,6-dimethylthiazolo[5,4-c]pyridin-2-yl)benzamide